ClC1=CC=C2N(C1=O)C(NC2=O)(C)CN(C(OC(C)(C)C)=O)C tert-butyl ((6-chloro-3-methyl-1,5-dioxo-1,2,3,5-tetrahydroimidazo[1,5-a]pyridin-3-yl)methyl)(methyl)carbamate